(1-Ethyl-2-(2,2,2-trifluoro-1-(4-fluorophenyl)-1-hydroxyethyl)-1H-benzo[d]imidazol-6-yl)(4-(pyridin-4-yl)piperidin-1-yl)methanone C(C)N1C(=NC2=C1C=C(C=C2)C(=O)N2CCC(CC2)C2=CC=NC=C2)C(C(F)(F)F)(O)C2=CC=C(C=C2)F